ClC1=CC(=NC(=C1)N1CCOCC1)C#CC(C(F)(F)F)=O 4-[4-chloro-6-(morpholin-4-yl)pyridin-2-yl]-1,1,1-trifluorobut-3-yn-2-one